azidosulfonyl chloride N(=[N+]=[N-])S(=O)(=O)Cl